FC1=CC=C(C=N1)C=1N=C(N(N1)C)NC1=CC=C(C=C1)C1=NC(=NC=C1)N 4-[4-[[5-(6-fluoro-3-pyridyl)-2-methyl-1,2,4-triazol-3-yl]amino]phenyl]pyrimidin-2-amine